3-methylbenzenethiol CC=1C=C(C=CC1)S